20-(4-tolyl)-porphyrin C1(=CC=C(C=C1)C1=C2C=CC(C=C3C=CC(=CC=4C=CC(=CC5=CC=C1N5)N4)N3)=N2)C